N8-benzyl-N6-indan-1-yl-3-isopropyl-[1,2,4]triazolo[4,3-b]pyridazine-6,8-diamine C(C1=CC=CC=C1)NC=1C=2N(N=C(C1)NC1CCC3=CC=CC=C13)C(=NN2)C(C)C